2,7-dimethyl-9,10-bis(isopentyloxycarbonyloxy)anthracene CC1=CC2=C(C3=CC(=CC=C3C(=C2C=C1)OC(=O)OCCC(C)C)C)OC(=O)OCCC(C)C